NC1=NC=2C=CC(=CC2C2=C1COC2)C(=O)N2[C@@H](COCC2)C2=CC=C(C=N2)C#N 6-[(3R)-4-(4-amino-1,3-dihydrofuro[3,4-c]quinoline-8-carbonyl)morpholin-3-yl]pyridine-3-carbonitrile